FC(/C=C/C=1C=C2COC(C2=CC1)=O)(F)F (E)-5-(3,3,3-trifluoroprop-1-en-1-yl)isobenzofuran-1(3H)-one